2-(2-fluoro-6-(m-toluenesulfonyl)phenyl)-1,3-dioxolane FC1=C(C(=CC=C1)S(=O)(=O)C=1C=C(C)C=CC1)C1OCCO1